FC1=C(CN2C(C=3NN=C(C3C2)NC(C2=CC=C(C=C2)N(C)C)=O)(C)C)C=CC=C1F N-[5-(2,3-difluorobenzyl)-6,6-dimethyl-1,4,5,6-tetrahydropyrrolo[3,4-c]pyrazol-3-yl]-4-dimethylaminobenzamide